OCC[N+](C)(C)C.C(CC)C1(CC1)O propylcyclopropanol choline